O.ClC=1C=NC=CC1B(O)O 3-CHLORO-4-PYRIDINEBORONIC ACID HYDRATE